C(#N)C(C)(C=1C=NC=CC1)NC(=O)[C@@H]1[C@H]2C([C@H]2CN1C(=O)[C@H](C(C)(C)C)NC(OC(C)(C)C)=O)(C)C tert-butyl N-[(1S)-1-[(1R,2S,5S)-2-[[1-cyano-1-(3-pyridyl)ethyl]carbamoyl]-6,6-dimethyl-3-azabicyclo[3.1.0]hexane-3-carbonyl]-2,2-dimethyl-propyl]carbamate